6-[(4-chlorophenyl)methyl]-8-(1,4-dioxa-8-azaspiro[4.5]decan-8-yl)-3-(propan-2-yl)imidazo[1,2-c]pyrido[2,3-e]pyrimidine-2,5(3H,6H)-dione ClC1=CC=C(C=C1)CN1C(N2C(C3=C1C=C(C=N3)N3CCC1(OCCO1)CC3)=NC(C2C(C)C)=O)=O